C(C)(C)[C@@H]1N(C(OC1)=O)C1=NC(=NC=C1)NC1CN(CC1)CC1=CC=C(C=C1)[N+](=O)[O-] (4S)-4-isopropyl-3-(2-((1-(4-nitrobenzyl)pyrrolidin-3-yl)amino)pyrimidin-4-yl)2-oxazolidinone